1,5-anhydro-2,3-dideoxy-3-(6-(4-((2-methoxy-2-methylpropyl)carbamoyl)benzyl)-7,8-dimethyl-4-oxoquinazolin-3(4H)-yl)-L-threo-pentitol COC(CNC(=O)C1=CC=C(CC=2C=C3C(N(C=NC3=C(C2C)C)[C@H]2CCOC[C@@H]2O)=O)C=C1)(C)C